methyl (S)-4-(2-(4-(6-((2-fluoro-4-(trifluoromethyl)benzyl)oxy)pyridin-2-yl)phenyl)acetamido)-3-(((tetrahydrofuran-2-yl)methyl)amino)benzoate FC1=C(COC2=CC=CC(=N2)C2=CC=C(C=C2)CC(=O)NC2=C(C=C(C(=O)OC)C=C2)NC[C@H]2OCCC2)C=CC(=C1)C(F)(F)F